2-(5-(4-(4-cyanophenyl)piperidine-1-carbonyl)-2,4-dimethylphenyl)-1H-benzo[d]imidazole-5-carboxylic acid C(#N)C1=CC=C(C=C1)C1CCN(CC1)C(=O)C=1C(=CC(=C(C1)C1=NC2=C(N1)C=CC(=C2)C(=O)O)C)C